Propargylalcohol C(C#C)O